N-[(8-benzoyl-8-azaspiro[2.5]octan-2-yl)methyl]-1H-pyrrolo[3,2-c]pyridine-2-carboxamide C(C1=CC=CC=C1)(=O)N1CCCCC12C(C2)CNC(=O)C2=CC=1C=NC=CC1N2